C1=CC=CC=2C(C3=C(CCC21)C=CC=C3)C3CN(CCC3)S(=O)(=O)N 3-(10,11-dihydro-5H-dibenzo[a,d][7]annulen-5-yl)piperidine-1-sulfonamide